methyl 2-[[(4R)-2-[[3-(3-amino-2-chloro-phenyl)-2-chloro-phenyl]carbamoyl]-4,5,6,7-tetrahydropyrazolo[1,5-a]pyridin-4-yl]amino]acetate NC=1C(=C(C=CC1)C=1C(=C(C=CC1)NC(=O)C1=NN2C([C@@H](CCC2)NCC(=O)OC)=C1)Cl)Cl